1-(5-nitropyridin-2-yl)-4-phenylpiperazine [N+](=O)([O-])C=1C=CC(=NC1)N1CCN(CC1)C1=CC=CC=C1